N1CC(CCC1)C1CCC(C1O)O 5-(piperidin-3-yl)cyclopentane-1,2-diol